4,6-dinitro-1,2,3-trichlorobenzene [N+](=O)([O-])C1=C(C(=C(C(=C1)[N+](=O)[O-])Cl)Cl)Cl